BrC=1C(=CC(=C(C(=O)O)C1)C)F 5-Bromo-4-fluoro-2-methylbenzoic acid